C(#N)C1(CC1)NC([C@H](CC(C)C)N[C@H](C(F)(F)F)C1=CC2=C(C3=C(O2)C=CC(=C3)C=3CCN(CC3)C(=O)OC(C)(C)C)C=C1)=O tert-butyl 4-(7-((S)-1-(((S)-1-((1-cyanocyclopropyl) amino)-4-methyl-1-oxopentan-2-yl) amino)-2,2,2-trifluoroethyl) dibenzo[b,d]furan-2-yl)-3,6-dihydropyridine-1(2H)-carboxylate